C(C)OC1=CC=C(C=C1)C1=CC=C(C=C1)C=CC1=C(N=NN1)C(=O)O 5-(2-(4'-ethoxy-[1,1'-biphenyl]-4-yl)vinyl)-1H-1,2,3-triazole-4-carboxylic acid